3-(4-tolyl)-1,2,4-oxadiazole-5-carboxylic acid ethyl ester C(C)OC(=O)C1=NC(=NO1)C1=CC=C(C=C1)C